C1(CC1)N1C=C(C(C2=CC(=C(C(=C12)O)N1C[C@H]2NCCC[C@H]2C1)F)=O)C(=O)O cyclopropyl-6-fluoro-7-((4aS,7aS)-hexahydro-1H-pyrrolo[3,4-b]pyridin-6(2H)-yl)-8-hydroxy-4-oxo-1,4-dihydroquinoline-3-carboxylic acid